4,5-dihydro-1,3-oxaazepine O1C=NCCC=C1